(trans)-3-((2,5-dichloropyrimidin-4-yl)amino)tetrahydro-2H-pyran-4-carbonitrile ClC1=NC=C(C(=N1)N[C@@H]1COCC[C@H]1C#N)Cl